(R)-2-amino-3-(3-(5-ethyl-1-methyl-1H-pyrazol-4-yl)-5-fluorobenzamido)propanoic acid N[C@@H](C(=O)O)CNC(C1=CC(=CC(=C1)F)C=1C=NN(C1CC)C)=O